C(C1=NC=CC=C1B(O)O)([2H])([2H])[2H] (2-(methyl-d3)pyridin-3-yl)boronic acid